CCC(C(=O)O)(C)Br.BrC(C(=O)OCC)(C)C ethyl 2-bromoisobutyrate (methyl 2-bromoisobutyrate)